CNS(OCC(=O)NC=1SC(=C(N1)COC1CCN(CC1)C)CC1=CC(=CC=C1)Cl)(=O)=O 2-((5-(3-chlorobenzyl)-4-(((1-methylpiperidin-4-yl)oxy)methyl)thiazol-2-yl)amino)-2-oxoethyl methylsulfamate